6-[5-(1-aminoethyl)-3-iodo-1H-1,2,4-triazol-1-yl]nicotinonitrile NC(C)C1=NC(=NN1C1=NC=C(C#N)C=C1)I